[Si](OCC)(OCC)(OCC)OCC tetraethyl orthosilicat